N-(4-chlorophenyl)-N'-(3,4-di-chlorophenyl)-urea ClC1=CC=C(C=C1)NC(=O)NC1=CC(=C(C=C1)Cl)Cl